NC1=NC2=CC(=C3C(=C2C=C1)C(N(C3(O)C3=C(C=CC(=C3)F)Cl)CC3=CC=C(C=C3)OC)=O)NC(C3=CC(=CC(=C3)F)C(F)(F)F)=O N-[7-amino-3-(2-chloro-5-fluorophenyl)-3-hydroxy-2-[(4-methoxyphenyl)methyl]-1-oxo-2,3-dihydro-1H-pyrrolo[4,3-f]quinolin-4-yl]-5-fluoro-3-(trifluoromethyl)benzamide